(2S,4S)-4-(3-benzamidobenzamido)-1-(tert-butoxycarbonyl)pyrrolidine-2-carboxylic acid C(C1=CC=CC=C1)(=O)NC=1C=C(C(=O)N[C@H]2C[C@H](N(C2)C(=O)OC(C)(C)C)C(=O)O)C=CC1